Butyl ((2-(benzyloxy)-5-chloro-4-methylphenyl)sulfonyl)-L-prolinate C(C1=CC=CC=C1)OC1=C(C=C(C(=C1)C)Cl)S(=O)(=O)N1[C@@H](CCC1)C(=O)OCCCC